CN(CC1CCN(CC1)C1=CC=C(C=C1)[N+](=O)[O-])CC1CCC(CC1)NC(OC(C)(C)C)=O tert-butyl N-[4-[[methyl-[[1-(4-nitrophenyl)-4-piperidyl]methyl]amino]methyl]cyclohexyl]carbamate